purine ethyl-acetate C(C)OC(C)=O.N1=CN=C2N=CNC2=C1